COC(=O)C=1SC=C(C1)N1CCC2=CC=CC=C12 4-(indolin-1-yl)thiophene-2-carboxylic acid methyl ester